C1(CC1)C1=NN2C(N(CCC2)C=2C=NC=3CCN(CC3C2)C2=NC=C(C#N)C=C2C)=C1 6-(3-(2-cyclopropyl-6,7-dihydropyrazolo[1,5-a]pyrimidin-4(5H)-yl)-7,8-dihydro-1,6-naphthyridin-6(5H)-yl)-5-methylnicotinonitrile